malate aluminum [Al+3].C(C(O)CC(=O)[O-])(=O)[O-].C(C(O)CC(=O)[O-])(=O)[O-].C(C(O)CC(=O)[O-])(=O)[O-].[Al+3]